3-((7-aminoheptyl)amino)-2-methyl-N-(5-methylpyridin-2-yl)benzamide NCCCCCCCNC=1C(=C(C(=O)NC2=NC=C(C=C2)C)C=CC1)C